N-chloro-3,6,9,12-Tetraazatetradecanedioic acid ClN(CCNCCNCCNCC(=O)O)CC(=O)O